FC(OC=1C=C(C#N)C=CC1C1=C2C(=C(N=N1)N[C@H]1CN(CCC1)C)C=NC=C2)F 3-(difluoromethoxy)-4-(4-{[(3R)-1-methylpiperidin-3-yl]amino}pyrido[3,4-d]pyridazin-1-yl)benzonitrile